C(#N)C1=CC2=C(N(C(N=C2N2[C@H](CN(CC2)C(=O)OC(C)(C)C)C)=O)C=2C(=NC=CC2C)C(C)C)N=C1C1=C(C=CC(=C1)F)F tert-butyl (S)-4-(6-cyano-7-(2,5-difluorophenyl)-1-(2-isopropyl-4-methylpyridin-3-yl)-2-oxo-1,2-dihydropyrido[2,3-d]pyrimidin-4-yl)-3-methylpiperazine-1-carboxylate